(2R,6R)-4-[(1R)-1-(3-fluoro-4-methylpyridin-2-yl)-3-methoxypropyl]-6-methyl-1-(2-methylpropanoyl)-N-{[4-(thieno[2,3-b]pyridin-6-yl)phenyl]methyl}piperazine-2-carboxamide FC=1C(=NC=CC1C)[C@@H](CCOC)N1C[C@@H](N([C@@H](C1)C)C(C(C)C)=O)C(=O)NCC1=CC=C(C=C1)C1=CC=C2C(=N1)SC=C2